3-[6-fluoro-5-[4-[[4-[[1-[6-[5-(1-methylcyclopropoxy)-1H-indazol-3-yl]pyrimidin-4-yl]-4-piperidyl]methyl]piperazin-1-yl]methyl]-1-piperidyl]-1-oxo-isoindolin-2-yl]piperidine-2,6-dione FC1=C(C=C2CN(C(C2=C1)=O)C1C(NC(CC1)=O)=O)N1CCC(CC1)CN1CCN(CC1)CC1CCN(CC1)C1=NC=NC(=C1)C1=NNC2=CC=C(C=C12)OC1(CC1)C